bis(xylenyl) chlorophosphate P(=O)(OC1(C(C=CC=C1)C)C)(OC1(C(C=CC=C1)C)C)Cl